NC=1N(C=2C(=C3N=C(C=NC3=CC2C)C)N1)C 2-amino-3,4,8-trimethyl-imidazo[4,5-f]-quinoxaline